4-bromo-2-methyl-1-((2-(trimethylsilyl)ethoxy)methyl)-1,2-dihydro-3H-pyrazol-3-one BrC=1C(N(N(C1)COCC[Si](C)(C)C)C)=O